C(C)C(C(=O)OCCOCCOCCOC(C(CC)CC)=O)CC triethylene glycol di(2-ethylbutyrate)